6-chloro-1-(2,6-diethylphenyl)-4-((2S)-2-methyl-4-(2-propenoyl)-1-piperazinyl)-7-((1R,4R)-2-oxa-5-azabicyclo[2.2.1]heptan-5-yl)pyrido[2,3-d]pyrimidin-2(1H)-one ClC1=CC2=C(N(C(N=C2N2[C@H](CN(CC2)C(C=C)=O)C)=O)C2=C(C=CC=C2CC)CC)N=C1N1[C@H]2CO[C@@H](C1)C2